N-(2-isopropoxy-5-(4-(4-((6-(trifluoromethyl)pyridazin-3-yl)oxy)phenyl)piperidine-1-carbonyl)phenyl)-1-phenylmethanesulfonamide C(C)(C)OC1=C(C=C(C=C1)C(=O)N1CCC(CC1)C1=CC=C(C=C1)OC=1N=NC(=CC1)C(F)(F)F)NS(=O)(=O)CC1=CC=CC=C1